ClCC\C=C/CCCCCC(OCC)OCC (3Z)-1-chloro-10,10-diethoxy-3-decene